C1(CCCCC1)NCCCNC1CCCCC1 N,N'-dicyclohexyl-1,3-propanediamine